2-(benzo[1,3]dioxan-5-yl)-2,2-difluoro-N-phenylacetamide O1COCC2=C1C=CC=C2C(C(=O)NC2=CC=CC=C2)(F)F